[Ru](Cl)Cl.C(C)(C)C1=CC=C(C)C=C1 p-isopropyltoluene ruthenium dichloride